(R)-3,3-diethyl-5-((4-(4-methyl-2-morpholinophenyl)piperazin-1-yl)methyl)pyrrolidin-2-one formate C(=O)O.C(C)C1(C(N[C@H](C1)CN1CCN(CC1)C1=C(C=C(C=C1)C)N1CCOCC1)=O)CC